1-(1-(6,7-difluoro-1-oxo-1,2-dihydroisoquinolin-4-yl)ethyl)-3-(4-fluoro-3-methylphenyl)-1-methylurea FC=1C=C2C(=CNC(C2=CC1F)=O)C(C)N(C(=O)NC1=CC(=C(C=C1)F)C)C